OC[C@H]1[C@H](CNCC1)O (3r,4s)-4-(hydroxymethyl)piperidin-3-ol